[Cu].[Cu].[Mn].[Cu] copper-manganese copper-copper